7-fluoro-1,4,4,9-tetramethyl-8-[6-(trifluoromethyl)-1H-indol-4-yl]-5H-[1,2,4]triazolo[4,3-a]quinoxaline FC=1C=C2NC(C=3N(C2=C(C1C1=C2C=CNC2=CC(=C1)C(F)(F)F)C)C(=NN3)C)(C)C